N-(2,6-dioxopiperidin-3-yl)-2-fluoro-3-morpholinomethylbenzamide O=C1NC(CCC1NC(C1=C(C(=CC=C1)CN1CCOCC1)F)=O)=O